tert-butyl (2S,4R)-4-hydroxy-2-[[3-[4-(4-methylthiazol-5-yl)phenyl] azetidin-3-yl]carbamoyl]pyrrolidine-1-carboxylate O[C@@H]1C[C@H](N(C1)C(=O)OC(C)(C)C)C(NC1(CNC1)C1=CC=C(C=C1)C1=C(N=CS1)C)=O